(2-cyanoethyl)zinc C(#N)CC[Zn]